1-dodecatetraenal C(C=CC=CC=CC=CCCC)=O